8-chloro-4-(2,3-dichlorophenyl)-N-[(4S)-3,4-dihydro-2H-chromen-4-yl]pyrido[3,2-c]pyridazine-7-carboxamide ClC1=C(C=NC2=C1N=NC=C2C2=C(C(=CC=C2)Cl)Cl)C(=O)N[C@H]2CCOC1=CC=CC=C21